5-bromo-3-(thiophen-2-yl)pyrazolo[1,5-a]pyridine BrC1=CC=2N(C=C1)N=CC2C=2SC=CC2